C12C(C(C(C(C1C(=O)O)C(=O)O)C2)C(=O)O)C(=O)O bicyclo[2.2.1]heptane-2,3,5,6-tetracarboxylic acid